[7-bromo-3-[(difluoromethyl)oxy]-2-methyl-5-nitroindazol-6-yl](2-chloro-5-fluorophenyl)methanone BrC1=C(C(=CC2=C(N(N=C12)C)OC(F)F)[N+](=O)[O-])C(=O)C1=C(C=CC(=C1)F)Cl